C1(CC1)C=1C=C2CN(CC2=CC1NC1=NC=C(C(=N1)[Sn](C)(C)C)C(F)(F)F)C(C(F)(F)F)=O 1-(5-cyclopropyl-6-{[5-(trifluoromethyl)-4-(trimethylstannyl)pyrimidin-2-yl]amino}-2,3-dihydro-1H-isoindol-2-yl)-2,2,2-trifluoroethan-1-one